(S)-3-amino-2-(4-chlorophenyl)-N-(isoquinolin-6-yl)propanAmide NC[C@@H](C(=O)NC=1C=C2C=CN=CC2=CC1)C1=CC=C(C=C1)Cl